ClC1=C2C(=NC=C1C#CC1=CC(=CC=C1)[N+](=O)[O-])NC=C2 4-chloro-5-((3-nitrophenyl)ethynyl)-1H-pyrrolo[2,3-b]pyridine